Methyl 2-[(4-bromo-2-chloro-5-methyl-phenyl)methyl]-3-[[(2S)-oxetan-2-yl]methyl]benzimidazole-5-carboxylate BrC1=CC(=C(C=C1C)CC=1N(C2=C(N1)C=CC(=C2)C(=O)OC)C[C@H]2OCC2)Cl